C(C)(=O)NCC1CCN(CC1)CC1=CC(=NC(=C1)C1=CC(=CC(=C1)Cl)Cl)OC=1C=CC(=NC1)N1CCN(CC1)CCNC([O-])=O 2-(4-(5-((4-((4-(acetamidomethyl)piperidin-1-yl)methyl)-6-(3,5-dichlorophenyl)pyridin-2-yl)oxy)pyridin-2-yl) piperazin-1-yl)ethylcarbamate